C(#N)CC(C(=O)OCC)=P(C1=CC=CC=C1)(C1=CC=CC=C1)C1=CC=CC=C1 ethyl 3-cyano-2-(triphenyl-phosphanylidene)propanoate